ClC=1C=C(C=CC1)C1=CC2=C(O[C@H](CN2S(=O)(=O)C2=CC(=CC=C2)C(F)(F)F)CC2(CCOCC2)C(=O)O)C=C1 (S)-4-((6-(3-chlorophenyl)-4-((3-(trifluoromethyl)phenyl)sulfonyl)-3,4-dihydro-2H-benzo[b][1,4]-oxazin-2-yl)methyl)tetrahydro-2H-pyran-4-carboxylic acid